4-(6-methoxy-5-(pyrazolo[1,5-a]pyrimidin-3-ylcarbamoyl)-2H-indazol-2-yl)cyclohexyl(methyl)carbamate COC=1C(=CC2=CN(N=C2C1)C1CCC(CC1)N(C([O-])=O)C)C(NC=1C=NN2C1N=CC=C2)=O